tert-butyl 2-(3-bromobenzyl)-3-(methylsulfonamido)piperidine-1-carboxylate BrC=1C=C(CC2N(CCCC2NS(=O)(=O)C)C(=O)OC(C)(C)C)C=CC1